C(C)C1=C(CN2CC(CC2)C(=O)O)C=CC(=C1)/C(/C)=N/OCC1=CC(=C(C=C1)C1=NC=C(N=C1)F)C (E)-1-(2-ethyl-4-(1-(((4-(5-fluoropyrazin-2-yl)-3-methylbenzyl)oxy)imino)ethyl)benzyl)pyrrolidine-3-carboxylic acid